Bis-maleimide Azide [N-]=[N+]=[N-].C1(C=CC(N1)=O)=O.C1(C=CC(N1)=O)=O